CC1=C(C(=NO1)C=1C=NC(=CC1)C(F)(F)F)COC=1C=C2CCN(CC2=CN1)C1COCC1 6-({5-Methyl-3-[6-(trifluoromethyl)pyridin-3-yl]-1,2-oxazol-4-yl}methoxy)-2-(oxolan-3-yl)-1,2,3,4-tetrahydro-2,7-naphthyridine